di-n-butyl-bicyclo[2.2.3]non-5-ene-2,3-dicarboxylic acid C(CCC)C1=C(C2C(C(C1CCC2)C(=O)O)C(=O)O)CCCC